BrC=1C=C2C(=CNC2=CC1)C1N(CCC2=CC(=CC=C12)C1=CC=CC=C1)C(=O)N (5-bromo-1H-indol-3-yl)-6-phenyl-3,4-dihydroisoquinoline-2(1H)-carboxamide